5-(5-((3-ethyl-2,4-dioxo-1,2,3,4-tetrahydrothieno[3,2-d]pyrimidin-6-yl)methyl)-2,5-diazabicyclo[4.1.0]heptan-2-yl)-3-fluoro-N-methylpicolinamide C(C)N1C(NC2=C(C1=O)SC(=C2)CN2CCN(C1CC21)C=2C=C(C(=NC2)C(=O)NC)F)=O